C(C)OC(=O)C=1N=C(N(C(C1OC)=O)C)C 5-methoxy-1,2-dimethyl-6-oxo-1,6-dihydropyrimidine-4-carboxylic acid ethyl ester